ClC1=CC=C(C=C1)C=1N=C2N(C=CC=C2)C1CN1CC2COCC(C1)N2C(=O)C2=CC(=CC=C2)OC(F)(F)F (7-{[2-(4-Chlorophenyl)imidazo[1,2-a]pyridin-3-yl]methyl}-3-oxa-7,9-diazabicyclo[3.3.1]non-9-yl)[3-(trifluoromethoxy)phenyl]methanon